4-trifluoromethylphenyl-1-p-toluenesulfonyl-1H-1,2,3-triazole FC(C1=CC=C(C=C1)C=1N=NN(C1)S(=O)(=O)C1=CC=C(C)C=C1)(F)F